BrC1=C(C(=CC(=C1Cl)F)C)N 2-bromo-3-chloro-4-fluoro-6-methyl-phenylamine